2-(1-(4-((2,6-dioxopiperidin-3-yl)amino)-2-fluorophenyl)-4-hydroxypiperidin-4-yl)acetic acid O=C1NC(CCC1NC1=CC(=C(C=C1)N1CCC(CC1)(O)CC(=O)O)F)=O